6-(3-(1-(2,4-dichlorophenyl) ethyl)-3H-[1,2,3]triazolo[4,5-d]pyrimidin-5-yl)-2,6-diazaspiro[3.3]heptane-2-carboxylate ClC1=C(C=CC(=C1)Cl)C(C)N1N=NC2=C1N=C(N=C2)N2CC1(CN(C1)C(=O)[O-])C2